The molecule is a diarylheptanoid that is (6E)-6-heptene substituted by an acetoxy group at position 3, a 3,4-dihydroxyphenyl group at position 1 and a 4-hydroxyphenyl group at position 7 (the 3S-stereoisomer). It has been isolated from the rhizomes of Curcuma kwangsiensis. It has a role as a plant metabolite. It is a diarylheptanoid, a member of catechols and an acetate ester. CC(=O)O[C@@H](CC/C=C/C1=CC=C(C=C1)O)CCC2=CC(=C(C=C2)O)O